5-methyl-1-(1-(4-(piperidin-3-yl)benzyl)-1H-indol-5-yl)-1H-pyrazole-3-carboxamide CC1=CC(=NN1C=1C=C2C=CN(C2=CC1)CC1=CC=C(C=C1)C1CNCCC1)C(=O)N